7-bromo-2-(1-(tetrahydro-2H-pyran-2-yl)-3-(6-(trifluoromethyl)pyridin-2-yl)-1H-pyrazol-4-yl)-1,5-naphthyridine BrC1=CN=C2C=CC(=NC2=C1)C=1C(=NN(C1)C1OCCCC1)C1=NC(=CC=C1)C(F)(F)F